(2-((1-Hydroxy-propan-2-yl)oxy)-3,5-dimethylbenzyl)benzonitrile OCC(C)OC1=C(CC2=C(C#N)C=CC=C2)C=C(C=C1C)C